C(OC)(OCC(CC)CC)=O methyl 2-ethylbutyl carbonate